ClC1=C(C=CC=C1)S(=O)(=O)NC1=NC(=C(N=C1)C=1C=C2C=NC(=NC2=C(C1)CC)NC1CCC(CC1)N(C)C)OC 2-chloro-N-(5-(2-(((1r,4r)-4-(dimethylamino)cyclohexyl)amino)-8-ethylquinazolin-6-yl)-6-methoxypyrazin-2-yl)benzenesulfonamide